chromium (II) octanoate C(CCCCCCC)(=O)[O-].[Cr+2].C(CCCCCCC)(=O)[O-]